ClC1=CC=C(C(=N1)C(=O)N[C@H](C)C1=CC=C(C=C1)OC)SC (R)-6-chloro-N-(1-(4-Methoxyphenyl)ethyl)-3-(methylthio)-2-pyridinecarboxamide